1-(4-methoxybenzene-1-sulfonyl)-N-[(1-methyl-1H-1,2,4-triazol-3-yl)methyl]-1H-pyrazole-3-carboxamide COC1=CC=C(C=C1)S(=O)(=O)N1N=C(C=C1)C(=O)NCC1=NN(C=N1)C